C=1NN=C2C(NC=3C=CC=CC3C21)=O 2,5-dihydro-4H-pyrazolo[3,4-c]quinolin-4-one